(S)-3-(3-(6-bromo-7-((1-(ethylsulfonyl)pyrrolidin-3-yl)amino)-1H-imidazo[4,5-b]pyridin-2-yl)-2,5-dimethyl-1H-pyrrol-1-yl)-N-methylbenzenesulfonamide BrC=1C(=C2C(=NC1)N=C(N2)C2=C(N(C(=C2)C)C=2C=C(C=CC2)S(=O)(=O)NC)C)N[C@@H]2CN(CC2)S(=O)(=O)CC